ClC=1C=CC(=C(C1)C1=C2C(=NC(=C1)C)C(=CS2)C(=O)OC(C)(C)C)OCCN2C(=NC1=C(C2=O)C(=C(N=C1)CCO)C#N)C tert-butyl 7-(5-chloro-2-(2-(5-cyano-6-(2-hydroxyethyl)-2-methyl-4-oxopyrido[3,4-d]pyrimidin-3(4H)-yl)ethoxy)phenyl)-5-methylthieno[3,2-b]pyridine-3-carboxylate